N-[(2-Amino-3-pyridyl)sulfonyl]-6-[4-(difluoromethyl)phenyl]-2-[(4S)-2,2,4-trimethylpyrrolidin-1-yl]pyridin-3-carboxamid NC1=NC=CC=C1S(=O)(=O)NC(=O)C=1C(=NC(=CC1)C1=CC=C(C=C1)C(F)F)N1C(C[C@@H](C1)C)(C)C